COC(COCC1=CC=2N(C=C1)C(=CN2)C(=O)OCC)OC ethyl 7-((2,2-dimethoxyethoxy)methyl)imidazo[1,2-a]pyridine-3-carboxylate